(2rs,4r)-2-methyl-2,4-thiazolidinedicarboxylic acid C[C@@]1(SC[C@H](N1)C(=O)O)C(=O)O |&1:1|